COC(CC1=NC=C(C=C1)OC(F)F)=O 2-(5-(Difluoromethoxy)pyridin-2-yl)acetic acid methyl ester